FC1=C(C(=C(C(=O)N)C=C1)O)C 4-fluoro-3-methyl-2-hydroxybenzamide